5,10-Dihydroxy-2,2,6a,6b,9,9,12a-heptamethyl-1,3,4,5,6,6a,7,8,8a,10,11,12,13,14b-tetradecahydropicene-4a-carboxylic acid OC1C2(CCC(CC2C2=CCC3C4(CCC(C(C4CCC3(C2(C1)C)C)(C)C)O)C)(C)C)C(=O)O